C(C1=CC=CC=C1)(=O)OCC1CCC(CC1)COC(C1=CC=CC=C1)=O 4-Cyclohexanedimethanol dibenzoate